2-(but-3-en-1-yl)-7-((2S,5R)-2,5-dimethyl-4-((S)-1-(quinoxalin-6-yl)ethyl)piperazin-1-yl)-4-methyl-2,4-dihydro-5H-pyrazolo[4,3-b]pyridin-5-one C(CC=C)N1N=C2C(N(C(C=C2N2[C@H](CN([C@@H](C2)C)[C@@H](C)C=2C=C3N=CC=NC3=CC2)C)=O)C)=C1